FC=1C(=NC(=NC1)NC1CCC(CC1)N)C1=CN=C2N1C=C(C=C2)C2=CC=C(C=C2)CN2CCOCC2 (1r,4r)-N1-(5-Fluoro-4-(6-(4-(morpholinomethyl)phenyl)imidazo[1,2-a]pyridin-3-yl)pyrimidin-2-yl)cyclohexane-1,4-diamine